C[C@@H]1N(CCNC1)CC1=CN=C2C(=NC(=NN21)OC(C)CCC)N 7-(((S)-2-methylpiperazin-1-yl)methyl)-2-(pent-2-yloxy)imidazo[2,1-f][1,2,4]triazin-4-amine